FC(OC1=C(C(=C(C=C1)C1=CN=C2N1C=CN=C2NC2=CC(=C(C(=O)NCCCNC(=O)C1CCN(CC1)CC1CN(CC1)C(=O)OC(C)(C)C)C=C2)CC)F)F)F tert-Butyl 3-((4-((3-(4-((3-(4-(difluoromethoxy)-2,3-difluorophenyl)imidazo[1,2-a]pyrazin-8-yl)amino)-2-ethylbenzamido)propyl)carbamoyl)piperidin-1-yl)methyl)pyrrolidine-1-carboxylate